TBDPS(tert-butyldiphenylsilicon) [Si](C1=CC=CC=C1)(C1=CC=CC=C1)(C(C)(C)C)[Si](C1=CC=CC=C1)(C1=CC=CC=C1)C(C)(C)C